N-(2-carboxyethyl)-N-(1-oxohexadecyl)-beta-alanine C(=O)(O)CCN(CCC(=O)O)C(CCCCCCCCCCCCCCC)=O